(1R,2S,3S,Z)-2-methyl-5-(2-((1R,3aS,7aR,E)-7a-methyl-1-((R)-1-(4-(trifluoromethyl)piperidin-1-yl)propan-2-yl)octahydro-4H-inden-4-ylidene)ethylidene)-4-methylenecyclohexane-1,3-diol C[C@H]1[C@@H](C/C(/C([C@H]1O)=C)=C/C=C\1/[C@@H]2CC[C@@H]([C@]2(CCC1)C)[C@H](CN1CCC(CC1)C(F)(F)F)C)O